2-(2-bromoethoxy)-1,1-difluoroethane BrCCOCC(F)F